CCCCCCCCCCCCCCCCCC(=O)OC[C@H](COP(=O)([O-])OCC[N+](C)(C)C)OC(=O)CCCCCCCCCCC The molecule is a phosphatidylcholine 30:0 in which the acyl groups at positions 1 and 2 are specified as octadecanoyl and dodecananoyl respectively. It derives from an octadecanoic acid and a dodecanoic acid.